6-(ethyl(prop-2-yn-1-yl)amino)hexane-1,2,3,4,5-pentaol C(C)N(CC(C(C(C(CO)O)O)O)O)CC#C